N1(N=NC=C1)CCO 1,2,3-triazole-1-ethanol